C(C1=CC=CC=C1)OC(C(F)(F)F)=O.NC(CN(CCN1CCN(CC1)C(=O)O)C(=O)OC(C)(C)C)=O 4-(2-((2-amino-2-oxoethyl)(tert-butoxycarbonyl)amino)ethyl)piperazine-1-carboxylic acid benzyl-trifluoroacetate